N-(2-(3,3-Difluoro-[1,4'-bipiperidin]-1'-yl)-5-(3'-methyl-2'-oxo-2',3'-dihydro-spiro[cyclobutane-1,1'-pyrrolo[2,3-c]quinolin]-8'-yl)pyridin-3-yl)methanesulfonamide FC1(CN(CCC1)C1CCN(CC1)C1=NC=C(C=C1NS(=O)(=O)C)C1=CC=2C3=C(C=NC2C=C1)N(C(C31CCC1)=O)C)F